4-Penten-2-Ynal C(C#CC=C)=O